ClC=1C=C(C=CC1)CCN1C[C@H]([C@@H](C1)COC1=CC=C(C=C1)S(=O)(=O)C)C |r| rac-trans-1-(3-chlorophenyl-ethyl)-3-methyl-4-((4-(methylsulfonyl)phenoxy)methyl)pyrrolidine